O=C1N(C(C=C1)=O)CCC(CCC(CCC(CCC(CCC(=O)N)=O)=O)=O)=O 1-(2,5-dioxo-2,5-dihydro-1H-pyrrol-1-yl)-3,6,9,12-tetraoxopentadecane-15-amide